COC(C[C@@H](C1=CC(=C(C=C1)C)CN1CC(OC2=C(C1)N=C(C=C2)O)(C)C)C2=C(C1=C(N(N=N1)C)C=C2)C)=O (S)-3-(1,4-dimethyl-1H-benzo[d][1,2,3]triazol-5-yl)-3-(3-((7-hydroxy-2,2-dimethyl-2,3-dihydropyrido[2,3-f][1,4]oxazepin-4(5H)-yl)methyl)-4-methylphenyl)-propionic acid methyl ester